titanium-zirconium-niobium-tantalum-molybdenum carbon [C].[Mo].[Ta].[Nb].[Zr].[Ti]